IC1=NNC2=CC(=CC=C12)C=1C=NN(C1)C1OCCCC1 3-iodo-6-(1-(tetrahydro-2H-pyran-2-yl)-1H-pyrazol-4-yl)-1H-indazole